ClC1=CC=C(C=C1)NC(N(C)[C@H](C)C1=CNC(C2=C(C(=CC=C12)F)F)=O)=O |r| Racemic-3-(4-chlorophenyl)-1-(1-(7,8-difluoro-1-oxo-1,2-dihydroisoquinolin-4-yl)ethyl)-1-methylurea